[2-(acryloyloxy)ethyl]tetradecyl-dimethyl-ammonium bromide [Br-].C(C=C)(=O)OCC[N+](C)(C)CCCCCCCCCCCCCC